C(C)N1CCC(CC1)CC1CCN(CC1)CC 1-Ethyl-4-[(1-ethyl-4-piperidyl)methyl]piperidin